4-{[1-(oxetane-3-yl)-1H-1,2,4-triazol-3-yl]methyl}benzyl benzoate C(C1=CC=CC=C1)(=O)OCC1=CC=C(C=C1)CC1=NN(C=N1)C1COC1